OC1=C(C=CC=C1)C1=CC(=NN1)NC=1N=CC(=NC1)C#N 5-((5-(2-hydroxyphenyl)-1H-pyrazol-3-yl)amino)pyrazine-2-carbonitrile